3-FLUORO-2-METHOXY-5-(METHYLTHIO)BENZENEBORONIC ACID FC=1C(=C(C=C(C1)SC)B(O)O)OC